(2-((1S,4S)-2,5-diazabicyclo[2.2.1]hept-2-yl)-4-bromo-5-fluorophenyl)-2-(2-fluoro-6-methoxyphenyl)pyrimidine-4-carboxamide [C@@H]12N(C[C@@H](NC1)C2)C2=C(C=C(C(=C2)Br)F)C=2C(=NC(=NC2)C2=C(C=CC=C2OC)F)C(=O)N